6-fluorobenzo[b]thiophene-2-carboxylic acid perfluorophenyl ester FC1=C(C(=C(C(=C1F)F)F)F)OC(=O)C1=CC2=C(S1)C=C(C=C2)F